3-formyl-N-[(1s,2s)-2-hydroxycyclohexyl]-4-methylbenzamide C(=O)C=1C=C(C(=O)N[C@@H]2[C@H](CCCC2)O)C=CC1C